C(C)(C)(C)OC(=O)N1C(CN(CC1)C1=NC(=C(N=C1)C(C1=C(C(=CC=C1)Cl)Cl)=O)Cl)C 4-[6-chloro-5-(2,3-dichlorobenzoyl)pyrazin-2-yl]-2-methylpiperazine-1-carboxylic acid tert-butyl ester